[Al+2].C(CC(=O)C)(=O)[O-].C(CC(=O)C)(=O)[O-] bis(acetoacetate) aluminum